(4,5-Difluoropyridin-2-yl)-1-(2-methoxypyrimidin-5-yl)-1-((5-(trifluoromethyl)-1H-pyrazol-3-yl)methyl)urea FC1=CC(=NC=C1F)NC(N(CC1=NNC(=C1)C(F)(F)F)C=1C=NC(=NC1)OC)=O